4-[4-(3-{2-chloro-3-[2-(pyrrolidin-1-yl)ethoxy]phenyl}-4-(pyrimidin-2-yl)-1,2-oxazol-5-yl)-5-(trifluoromethyl)-1H-pyrazol-1-yl]-2-methylbutan ClC1=C(C=CC=C1OCCN1CCCC1)C1=NOC(=C1C1=NC=CC=N1)C=1C=NN(C1C(F)(F)F)CCC(C)C